6-(3-methylimidazo[1,5-a]pyridin-6-yl)-N2-[1-[2-(trifluoromethyl)-1-(2-trimethylsilyl-ethoxymethyl)imidazol-4-yl]ethyl]-1,3,5-triazine-2,4-diamine CC1=NC=C2N1C=C(C=C2)C2=NC(=NC(=N2)NC(C)C=2N=C(N(C2)COCC[Si](C)(C)C)C(F)(F)F)N